4-[(3-Chloro-4-fluorophenyl)amino]-6-{cis-4-[N-(2-methoxy-acetyl)-N-methyl-amino]-cyclohexane-1-yloxy}-7-methoxy-quinazoline ClC=1C=C(C=CC1F)NC1=NC=NC2=CC(=C(C=C12)O[C@@H]1CC[C@@H](CC1)N(C)C(COC)=O)OC